NC=1C2=C(N=CN1)C(=NC(=C2)N(CC(F)(F)F)C)C=2C(=C(C=CC2C)O)C 3-(4-amino-6-(methyl(2,2,2-trifluoroethyl)amino)pyrido[3,4-d]pyrimidin-8-yl)-2,4-dimethylphenol